FC1=CC=C(C=C1)C1=C(C(NC2=CC3=C(C=C12)C=NN3)=O)C(=O)OC methyl 5-(4-fluorophenyl)-7-oxo-1,8-dihydropyrazolo[4,3-g]quinoline-6-carboxylate